5-fluoro-3-(3-methoxypyrrolidin-1-yl)xanthen-9-one FC1=C2OC=3C=C(C=CC3C(C2=CC=C1)=O)N1CC(CC1)OC